(3-(2-amino-5-(2-(methylthio)pyrimidin-4-yl)thiazol-4-yl)-2-fluorophenyl)acetamide tert-butyl-(1R,5S)-2-(1,2-dihydroxyethyl)-3,8-diazabicyclo[3.2.1]Octane-8-carboxylate C(C)(C)(C)OC(=O)N1[C@H]2C(NC[C@@H]1CC2)C(CO)O.NC=2SC(=C(N2)C=2C(=C(C=CC2)CC(=O)N)F)C2=NC(=NC=C2)SC